1'-methyl-4'-(1-((2-methyl-6-(2-oxa-6-azaspiro[3.3]heptan-6-yl)-8,9-dihydro-7H-cyclopenta[h]quinazolin-4-yl)amino)ethyl)spiro[cyclopropane-1,3'-indolin]-2'-one CN1C(C2(C3=C(C=CC=C13)C(C)NC1=NC(=NC3=C4C(=C(C=C13)N1CC3(COC3)C1)CCC4)C)CC2)=O